F[C@H]1C[C@@H](NC1)C(=O)OCC1=CC=CC=C1 benzyl (2R,4S)-4-fluoropyrrolidine-2-formate